C(N)(=N)NN=CC=1C=C(C(=O)NC2=CC=C(C=C2)N2CCCC2)C=C(C1O)F 3-((2-carbamimidoylhydrazono)methyl)-5-fluoro-4-hydroxy-N-(4-(pyrrolidin-1-yl)phenyl)benzamide